C1(=C(C=CC=C1)CC(=O)[O-])CC(=O)[O-] Phenylendiacetat